ISOXAZOLECARBOXAMIDE C1=CON=C1C(=O)N